(2R,3S)-3-((6-(((3R*,4R*)-1-((1H-imidazol-2-yl)sulfonyl)-4-fluoropyrrolidin-3-yl)amino)-9-(difluoromethyl)-9H-purin-2-yl)amino)-1,1,1-trifluorobutan-2-ol N1C(=NC=C1)S(=O)(=O)N1C[C@H]([C@@H](C1)F)NC1=C2N=CN(C2=NC(=N1)N[C@H]([C@H](C(F)(F)F)O)C)C(F)F |o1:10,11|